FC(C=1C=CC=2N(N1)C(=CN2)C2=CC(=NC=N2)N2C(C(OCC2)CO)C)F (4-(6-(6-(Difluoromethyl)imidazo[1,2-b]pyridazin-3-yl)pyrimidin-4-yl)-3-methylmorpholin-2-yl)methanol